F[C@@H]1CN(C[C@H]1NC(=O)OCC[Si](C)(C)C)C1=NC(=C2N=CN(C2=N1)C)NC=1C(=NN(C1)CCCON(C(OC(C)(C)C)=O)C)OC tert-butyl N-[3-[4-[[2-[(3R,4R)-3-fluoro-4-(2-trimethylsilylethoxycarbonylamino)pyrrolidin-1-yl]-9-methyl-purin-6-yl]amino]-3-methoxy-pyrazol-1-yl]propoxy]-N-methyl-carbamate